Methyl 3-(3-(1-methyl-1H-pyrazol-3-yl)-4-(trifluoromethyl)benzamido)-2-phenyl-2H-indazole-5-carboxylate CN1N=C(C=C1)C=1C=C(C(=O)NC=2N(N=C3C=CC(=CC23)C(=O)OC)C2=CC=CC=C2)C=CC1C(F)(F)F